N-(3-chloro-5-(methylsulfonamido)phenyl)-1-(3-fluoro-5-morpholinopyridin-2-yl)-5-methyl-1H-pyrrole-3-carboxamide ClC=1C=C(C=C(C1)NS(=O)(=O)C)NC(=O)C1=CN(C(=C1)C)C1=NC=C(C=C1F)N1CCOCC1